C1(=CC=CC=C1)S(=O)(=O)N1CC(OCC1)C1=C(SC2=C1C=CC=C2)C(=O)N [4-(benzenesulfonyl)morpholin-2-yl]benzothiophene-2-carboxamide